3-(6-chloro-5-(2'-hydroxy-6'-methyl-[1,1'-biphenyl]-4-yl)-1H-indazol-3-yl)propanoic acid ClC1=C(C=C2C(=NNC2=C1)CCC(=O)O)C1=CC=C(C=C1)C1=C(C=CC=C1C)O